3-((4-Methoxybenzyl)thio)-5,6-dihydro-4H-pyrrolo[1,2-b]pyrazole COC1=CC=C(CSC2=C3N(N=C2)CCC3)C=C1